6-cyano-5-oxo-4-oxatricyclo[4.2.1.03,7]nonan-2-yl methacrylate C(C(=C)C)(=O)OC1C2CC3C(C(OC13)=O)(C2)C#N